OCCS(=O)(=O)NC=1SC=C(N1)C(=O)NCC1=NNC(=C1)C1=CC=CC=C1 2-(2-hydroxyethylsulfonamido)-N-((5-phenyl-1H-pyrazol-3-yl)methyl)thiazole-4-carboxamide